2-(3,5-bis(trifluoromethyl)phenyl)acetonitrile FC(C=1C=C(C=C(C1)C(F)(F)F)CC#N)(F)F